NC1(COC1)C=1SC(=C(N1)C)OC1=C(C=C(C=C1)N1N=CN(C1=O)CC1=C(C=CC=C1F)F)F 2-[4-[2-(3-aminooxetan-3-yl)-4-methyl-thiazol-5-yl]oxy-3-fluoro-phenyl]-4-[(2,6-difluorophenyl)methyl]-1,2,4-triazol-3-one